[Na].[N+]=1(C(=CC=CC1)S)[O-] 2-pyridinethiol-1-oxide sodium salt